5-chloro-2-oxo-1-(2-(piperidin-1-yl)ethyl)-3-(pyridin-2-ylmethyl)indolin-3-yl dimethylcarbamate CN(C(OC1(C(N(C2=CC=C(C=C12)Cl)CCN1CCCCC1)=O)CC1=NC=CC=C1)=O)C